RAC-format C(=O)[O-]